C(C)(C)(C)[C@@H]1CC=2C=C(C(=NC2C(C1)=O)Cl)OCCCOC |r| (RS)-6-(tert-Butyl)-2-chloro-3-(3-methoxypropoxy)-6,7-dihydroquinolin-8(5H)-one